tert-butyl 4-(5-(benzoyloxy) pentyl)-2-vinylnicotinate C(C1=CC=CC=C1)(=O)OCCCCCC1=CC=NC(=C1C(=O)OC(C)(C)C)C=C